CC(C)C[C@@H](C=O)NC(=O)[C@H](CC(C)C)NC(=O)[C@H](CC(C)C)NC(=O)OCC1=CC=CC=C1 The molecule is a tripeptide that is L-leucyl-L-leucyl-L-leucine in which the C-terminal carboxy group has been reduced to the corresponding aldehyde and the N-terminal amino group is protected as its benzyloxycarbonyl derivative. It has a role as a proteasome inhibitor. It is a tripeptide, an amino aldehyde and a carbamate ester.